[Ru](Cl)Cl.CC1=CC(=CC(=C1)C)C (2,4,6-trimethylbenzene) ruthenium (II) chloride